C1(CC1)C(CC1=C(N=NC2=C(C=C(C=C12)C(=O)N)OC)C)O 2-cyclopropyl-2-hydroxyethyl-l-8-methoxy-3-methylcinnoline-6-carboxamide